COC(=O)[C@@H]1N(CC(=C1)C=1C=C(C=CC1)C)C(=O)OC(C)(C)C (R)-4-(m-tolyl)-2,5-dihydro-1H-pyrrole-1,2-dicarboxylic acid 1-(tert-butyl) 2-methyl ester